N-nitroimidazole-2-imine [N+](=O)([O-])N=C1N=CC=N1